(3S)-18-[(3S)-3-aminopyrrolidin-1-yl]-3-ethyl-4,16-dimethyl-3,4,13,14,15,16-hexahydro-5H,12H-2,20:6,10-di(metheno)pyrimido[6,1-g][1,6,8,9,12]oxatetraazacyclooctadecin-5-one N[C@@H]1CN(CC1)C1=NC=2N3C(N(CCCCOC=4C=CC=C(C(N([C@H](C(=N3)C2)CC)C)=O)C4)C)=C1